C1CCC2=C(C=CC=C12)NC1=CC(=C2C(=N1)NN=C2N)C N6-(2,3-dihydro-1H-inden-4-yl)-4-methyl-1H-pyrazolo[3,4-b]pyridine-3,6-diamine